O7-[2-(hydroxymethyl)-3-[7-[(Z)-non-3-enoxy]-7-oxo-heptanoyl]oxy-2-[[7-[(Z)-non-3-enoxy]-7-oxo-heptanoyl]oxymethyl]propyl] O1-[(Z)-non-3-enyl] heptanedioate C(CCCCCC(=O)OCC(COC(CCCCCC(=O)OCC\C=C/CCCCC)=O)(COC(CCCCCC(=O)OCC\C=C/CCCCC)=O)CO)(=O)OCC\C=C/CCCCC